ClC1=NC=C(C(=N1)NC1=CC2=CC=CC=C2C=C1)F 2-chloro-5-fluoro-N-(naphthalen-2-yl)pyrimidin-4-amine